C12N(CC(NC1)C2)C2=C1CN(CC1=C(C=C2)F)C2C(NC(CC2)=O)=O 4-(2,5-diazabicyclo[2.2.1]heptane-2-yl)-2-(2,6-dioxopiperidin-3-yl)-7-fluoroisoindoline